4-(4-((1R,5s)-3,8-diazabicyclo[3.2.1]oct-3-yl)-7-chloro-8-fluoro-2-(((2r,7as)-2-fluorohexahydro-1H-pyrrolizin-7a-yl)methoxy)pyrido[4,3-d]pyrimidin-5-yl)naphthalen-2-ol [C@H]12CN(C[C@H](CC1)N2)C=2C1=C(N=C(N2)OC[C@]23CCCN3C[C@@H](C2)F)C(=C(N=C1C1=CC(=CC2=CC=CC=C12)O)Cl)F